3-bromo-5-chloropicolinic acid methyl ester COC(C1=NC=C(C=C1Br)Cl)=O